1-ethyl-3-vinyl-imidazole arginine salt N[C@@H](CCCNC(N)=N)C(=O)O.C(C)N1CN(C=C1)C=C